2-bromo-4-chloro-thieno[3,2-c]pyridine BrC1=CC=2C(=NC=CC2S1)Cl